C(CCCCCCCCCCCCCCCCC)N(C(CNCCCCC(CCCCCCCCCCC)C(=O)O)=O)CCCCCCCCCCCCCCCCCC 5-carboxycetylglycine dioctadecyl amide